2-(6-oxo-1,6-dihydropyridine-2-carboxamido)benzo[d]thiazole-6-carboxylic acid O=C1C=CC=C(N1)C(=O)NC=1SC2=C(N1)C=CC(=C2)C(=O)O